(R)-2-(6-(3-hydroxypyrrolidin-1-yl)pyridin-3-yl)-6,7-dihydrothiazolo[5,4-c]pyridin-4(5H)-one O[C@H]1CN(CC1)C1=CC=C(C=N1)C=1SC=2C(NCCC2N1)=O